(1R,2S,5S)-tert-butyl 2-(((S)-1-methoxy-1-oxo-3-((S)-2-oxopiperidin-3-yl)propan-2-yl)carbamoyl)-6,6-dimethyl-3-azabicyclo[3.1.0]hexane-3-carboxylate COC([C@H](C[C@H]1C(NCCC1)=O)NC(=O)[C@@H]1[C@H]2C([C@H]2CN1C(=O)OC(C)(C)C)(C)C)=O